FC1([C@H](C1)C(=O)NC=1N=CC2=CC(=NC=C2C1)C=1C=NC(=CC1C)C(CC)=O)F (R)-2,2-difluoro-N-(7-(4-methyl-6-propionylpyridin-3-yl)-2,6-naphthyridin-3-yl)cyclopropane-1-carboxamide